N-cyclopropyl-2-(2-fluoro-4-iodoanilino)-5-[[3-fluoro-2-(methylsulfamoylamino)pyridin-4-yl]methyl]-1-methyl-6-oxopyridine-3-carboxamide C1(CC1)NC(=O)C1=C(N(C(C(=C1)CC1=C(C(=NC=C1)NS(NC)(=O)=O)F)=O)C)NC1=C(C=C(C=C1)I)F